COC1=C(C=CC(=C1)S(=O)(=O)C)NCC1CC(C1)C=1C=C(C=2C=CN(C2C1)CC(F)(F)F)NC1CCN(CC1)C 6-((1r,3r)-3-(((2-methoxy-4-(methylsulfonyl)phenyl)amino)methyl)cyclobutyl)-N-(1-methylpiperidin-4-yl)-1-(2,2,2-trifluoroethyl)-1H-indol-4-amine